O=C1NC(CCC1N1C(N(C2=C1C=C(C(=C2)C2CCN(CC2)C2CC1(C2)CCN(CC1)C(=O)OC(C)(C)C)F)C)=O)=O tert-butyl 2-(4-(1-(2,6-dioxopiperidin-3-yl)-6-fluoro-3-methyl-2-oxo-2,3-dihydro-1H-benzo[d]imidazol-5-yl)piperidin-1-yl)-7-azaspiro[3.5]nonane-7-carboxylate